(1R,3S,4R,5S)-3-(benzyloxy)-6,8-dioxabicyclo[3.2.1]octan-4-ol C(C1=CC=CC=C1)O[C@H]1C[C@@H]2CO[C@H]([C@@H]1O)O2